1-cyclohexylmethyl-2-ethoxymethyl-7-(5-hydroxymethylpyridin-3-yl)-1H-imidazo[4,5-c]Quinolin-4-amine C1(CCCCC1)CN1C(=NC=2C(=NC=3C=C(C=CC3C21)C=2C=NC=C(C2)CO)N)COCC